tri(trifluorophenyl)boron FC1=C(C(=C(C=C1)B(C1=C(C(=C(C=C1)F)F)F)C1=C(C(=C(C=C1)F)F)F)F)F